O[C@@]1(C(N(CC1)C)=O)C1=CC(=NO1)C=1C=C(C=CC1)C1=CC(=CC(=N1)C(=O)N)C (R)-6-(3-(5-(3-Hydroxy-1-methyl-2-oxopyrrolidin-3-yl)isoxazol-3-yl)phenyl)-4-methylpicolinamide